N-(2,4-dimethoxybenzyl)-5-((diphenylmethylene)amino)-N-(4-methoxybenzyl)imidazo[1,5-a]pyrazin-8-amine COC1=C(CN(C=2C=3N(C(=CN2)N=C(C2=CC=CC=C2)C2=CC=CC=C2)C=NC3)CC3=CC=C(C=C3)OC)C=CC(=C1)OC